tert-butyl 8-methoxy-2,3,4,5-tetrahydro-1H-pyrido[3,2-b]indole-1-carboxylate COC1=CC=2C3=C(NC2C=C1)CCCN3C(=O)OC(C)(C)C